methyl 2-(chloromethyl)-7-fluoro-3-[[(2S)-oxetan-2-yl]methyl]benzimidazole-5-carboxylate ClCC=1N(C2=C(N1)C(=CC(=C2)C(=O)OC)F)C[C@H]2OCC2